((E)-2-(2-oxo-2,5-dihydrofuran-3-yl)ethenyl)decahydronaphthalen-2-yl-2-amino-3-phenylpropanoate O=C1OCC=C1/C=C/C(C(C(=O)[O-])(N)C1CC2CCCCC2CC1)C1=CC=CC=C1